FC=1C=CC(=NC1)[C@@H](C)OC=1C=2N(C=C(C1)C=1C=NN(C1C)C1C(CCCC1)O)N=CC2C#N 4-[(1R)-1-(5-fluoro-2-pyridyl)ethoxy]-6-[1-(2-hydroxycyclohexyl)-5-methyl-pyrazol-4-yl]pyrazolo[1,5-a]pyridine-3-carbonitrile